8-[(2s,5s)-4-[bis(4-chlorophenyl)methyl]-5-(hydroxymethyl)-2-methylpiperazin-1-yl]-5-methyl-6-oxo-5,6-dihydro-1,5-naphthyridine-2-carbonitrile ClC1=CC=C(C=C1)C(N1C[C@@H](N(C[C@H]1CO)C1=CC(N(C=2C=CC(=NC12)C#N)C)=O)C)C1=CC=C(C=C1)Cl